C(#N)C1=CC=C(C=C1)C1(CCN(CC1)C(=O)C=1C(=CC(=C(C1)NC(=O)NC[C@@H]1OCCC1)CC)C)F (R)-1-(5-(4-(4-cyanophenyl)-4-fluoropiperidine-1-carbonyl)-2-ethyl-4-methylphenyl)-3-((tetrahydro-furan-2-yl)methyl)urea